2-aminoquinoline-6-formamide NC1=NC2=CC=C(C=C2C=C1)C(=O)N